S(=O)(=O)(C1=CC=C(C)C=C1)C12CC(C1)C2 3-tosylbicyclo[1.1.1]pentane